COC1=C(C=C(C=C1)C2=CN=C(O2)C3=CC=[N+](C=C3)CC4=CC(=CC=C4)C(=O)ON5C(=O)CCC5=O)S(=O)(=O)[O-] The molecule is a pyridinium ion, an arenesulfonate oxoanion, a pyrrolidinone and a member of 1,3-oxazoles. It has a role as a fluorochrome.